O1[C@H](CCC1)C(=O)O (R)-2-tetrahydrofuroic acid